tert-butyl (E)-3-(3-(2-nitro-4-(4-(4-((6-(trifluoromethyl)pyridazin-3-yl)oxy)phenyl)piperidine-1-carbonyl)phenoxy)prop-1-en-1-yl)azetidine-1-carboxylate [N+](=O)([O-])C1=C(OC/C=C/C2CN(C2)C(=O)OC(C)(C)C)C=CC(=C1)C(=O)N1CCC(CC1)C1=CC=C(C=C1)OC=1N=NC(=CC1)C(F)(F)F